C(C)(C)(C)[C@@H]1CC=2C=C3C(=NC2CC1)SC(=N3)C(=O)N[C@H](CCN3CCC(CC3)O)C=3C=NC(=CC3)OCC(=O)N (7S)-7-tert-butyl-N-[(1R)-1-[6-(2-amino-2-oxo-ethoxy)-3-pyridyl]-3-(4-hydroxy-1-piperidyl)propyl]-5,6,7,8-tetrahydrothiazolo[5,4-b]quinoline-2-carboxamide